1-({5-[5-(trifluoromethyl)-1,2,4-oxadiazol-3-yl]pyridin-2-yl}methyl)-3,4-dihydroquinolin-2(1H)-one FC(C1=NC(=NO1)C=1C=CC(=NC1)CN1C(CCC2=CC=CC=C12)=O)(F)F